C(=O)(O)N1C(C=2C(C1=O)=C(C=CC2)C2=CC=CC=C2)=O N-carboxyphenyl-phthalimide